4-(3-((2-(2-fluorophenyl)-4-((methylamino)methyl)-1H-pyrrol-1-yl)sulfonyl)phenyl)-2-methylbutan-3-yn-2-ol FC1=C(C=CC=C1)C=1N(C=C(C1)CNC)S(=O)(=O)C=1C=C(C=CC1)C#CC(C)(O)C